C(C)(C)(C)OC(=O)N[C@@H](CC(=O)OC)C1=CC=C(C=C1)C1=C(N=CS1)C methyl (S)-3-((tert-butoxycarbonyl)amino)-3-(4-(4-methylthiazol-5-yl)phenyl)propanoate